((1R,2R)-1-((2-Aminopyrido[3,2-d]pyrimidin-4-yl)amino)-2-phenethylcyclopropyl)methanol NC=1N=C(C2=C(N1)C=CC=N2)N[C@]2([C@@H](C2)CCC2=CC=CC=C2)CO